(3-fluorophenyl)-4-hydroxy-1-isobutyl-2-oxo-5-(piperazin-1-yl)-1,2-dihydroquinoline-3-carboxamide hydrochloride salt Cl.FC=1C=C(C=CC1)C=1C(=C2C(=C(C(N(C2=CC1)CC(C)C)=O)C(=O)N)O)N1CCNCC1